NC1=NC=CC=C1C1=NC=2C(=NC(=CC2)C2=CC=CC=C2)N1C1=CC=C(CN2C[C@@H](N(CC2)C2=CC(=NC=N2)C#N)C)C=C1 (S)-6-(4-(4-(2-(2-Aminopyridin-3-yl)-5-phenyl-3H-imidazo[4,5-b]pyridin-3-yl)benzyl)-2-methylpiperazin-1-yl)pyrimidine-4-carbonitrile